3'-((8-chloro-[1,2,4]triazolo[4,3-a]quinazolin-5-yl)(methyl)amino)-[1,1'-biphenyl]-4-carboxylic acid ClC1=CC=C2C(=NC=3N(C2=C1)C=NN3)N(C=3C=C(C=CC3)C3=CC=C(C=C3)C(=O)O)C